FC1=CC2=C(N=C(O2)N2CC3=CC=C(C(=C3C[C@H]2C(=O)OC)OCC2=NC(=CC=C2)OC)OC)C=C1 Methyl (S)-2-(6-fluorobenzo[d]oxazol-2-yl)-6-methoxy-5-((6-methoxypyridin-2-yl) methoxy)-1,2,3,4-tetrahydroisoquinoline-3-carboxylate